N-((1-((4-methoxy-3-((2-methoxyphenyl)sulfonamido)benzo[d]isoxazol-6-yl)methyl)-1H-pyrazol-4-yl)methyl)acrylamide COC1=CC(=CC2=C1C(=NO2)NS(=O)(=O)C2=C(C=CC=C2)OC)CN2N=CC(=C2)CNC(C=C)=O